1,4-bis(4'-vinylphenoxy)butane C(=C)C1=CC=C(OCCCCOC2=CC=C(C=C2)C=C)C=C1